2,4-diisocyanato-5-pentadecylphenylacetate N(=C=O)C1=C(C=C(C(=C1)N=C=O)CCCCCCCCCCCCCCC)CC(=O)[O-]